[(3-{[(2-bromo-5-fluoropyridin-3-yl)oxy]methyl}-5-fluorophenyl)(methyl)oxo-λ6-sulfanylidene](methyl)amine BrC1=NC=C(C=C1OCC=1C=C(C=C(C1)F)S(=O)(C)=NC)F